S[SiH](CCCCCC)S mercapto-3-propyl-mercapto-propyl-silane